tri-(4-pyridylphenyl)amine N1=CC=C(C=C1)C1=C(C=CC=C1)N(C1=C(C=CC=C1)C1=CC=NC=C1)C1=C(C=CC=C1)C1=CC=NC=C1